5-(2-((2-Ethyl-4-(4-methylpiperazin-1-yl)phenyl)amino)-5-(trifluoromethyl)pyrimidin-4-yl)thiophene-3-carboxamide C(C)C1=C(C=CC(=C1)N1CCN(CC1)C)NC1=NC=C(C(=N1)C1=CC(=CS1)C(=O)N)C(F)(F)F